8-chloro-6-(2,6-difluoro-3,5-dimethoxyphenyl)-2-(methylthio)pyrido[3,4-d]Pyrimidine ClC1=NC(=CC2=C1N=C(N=C2)SC)C2=C(C(=CC(=C2F)OC)OC)F